O=C1NC(CCC1C1=CC=C(C=C1)C1CCN(CC1)C1CCN(CC1)CCOCCC=1C=C2C(N(C(C2=CC1)=O)[C@H](CS(=O)(=O)C)C1=CC(=C(C=C1)OC)OCC)=O)=O 5-(2-(2-(4-(4-(2,6-Dioxopiperidin-3-yl)phenyl)-[1,4'-bipiperidin]-1'-yl)ethoxy)-ethyl)-2-((S)-1-(3-ethoxy-4-methoxyphenyl)-2-(methylsulfonyl)ethyl)isoindoline-1,3-dione